N1=C(C=CC=C1)C1=NC=C(C(=C1)C1=CC=NC=C1)C(=O)N [2,2':4',4''-terpyridine]-5'-carboxamide